(4-benzofuran-2-yl-phenyl)(4-dibenzofuran-3-yl-phenyl)amine O1C(=CC2=C1C=CC=C2)C2=CC=C(C=C2)NC2=CC=C(C=C2)C=2C=CC1=C(OC3=C1C=CC=C3)C2